(S)-7-chloro-3,4-dihydro-2H-pyrano[2,3-b]pyridin-4-ol ClC1=CC=C2C(=N1)OCC[C@@H]2O